N-(2-(1-Ethylazepan-4-yl)thieno[2,3-b]pyridin-4-yl)benzo[d]thiazol-5-amine C(C)N1CCC(CCC1)C1=CC=2C(=NC=CC2NC=2C=CC3=C(N=CS3)C2)S1